2-((R)-3-((5-(5,6,7,8-tetrahydro-1,8-naphthyridin-2-yl)pentyl)oxy)pyrrolidin-1-yl)-2-(5-(tetrahydrofuran-3-yl)-2-(trifluoromethoxy)phenyl)acetic acid N1=C(C=CC=2CCCNC12)CCCCCO[C@H]1CN(CC1)C(C(=O)O)C1=C(C=CC(=C1)C1COCC1)OC(F)(F)F